2-(4-methylphenyl)-5-phenylthiazole CC1=CC=C(C=C1)C=1SC(=CN1)C1=CC=CC=C1